C1(=CC=CC=C1)C1=NN=C(O1)C(=O)O 5-phenyl-1,3,4-oxadiazole-2-carboxylic acid